O.N(=NC(C(=N)NCCC(=O)O)(C)C)C(C(=N)NCCC(=O)O)(C)C azobis[N-(2-carboxyethyl)-2-methylpropionamidine] hydrate